di-tert-butyl 2-[2-bromo-5-(trifluoromethylsulfonyloxy)phenyl]piperazine-1,4-dicarboxylate BrC1=C(C=C(C=C1)OS(=O)(=O)C(F)(F)F)C1N(CCN(C1)C(=O)OC(C)(C)C)C(=O)OC(C)(C)C